3-((hexyl-6,6,6-d3)oxy)-4-(1-methyl-1,2,5,6-tetrahydropyridin-3-yl)-1,2,5-thiadiazole C(CCCCC([2H])([2H])[2H])OC1=NSN=C1C=1CN(CCC1)C